4-((4-ethynylbenzyl)oxy)phenyl sulfurofluoridate S(OC1=CC=C(C=C1)OCC1=CC=C(C=C1)C#C)(=O)(=O)F